C(C)(=O)N1CCN(CC1)C=1C=C2CCN(CC2=CC1)CS(=O)(=O)N(C)CC1=CC(=CC=C1)C(F)(F)F 6-(4-acetylpiperazin-1-yl)-N-(3-trifluoromethyl-benzyl)-N-methyl-3,4-dihydroisoquinoline-2(1H)-methanesulfonamide